6-bromo-1-([2-(trimethylsilyl)ethoxy]methylindazol-4-yl)methanol BrC1=CC(=C2C(=NNC2=C1)COCC[Si](C)(C)C)CO